N1N=CC=C1C1=CC=C(C=N1)N1CCN(CC1)CC1=CN=C2C=C(C=NC2=C1)CC 7-((4-(6-(1H-pyrazol-5-yl)pyridin-3-yl)piperazine-1-yl)methyl)-3-ethyl-1,5-naphthyridin